(R)-2-(5-((1-(dibenzo[b,d]furan-2-yl)ethyl)amino)-3-methyl-2,6-dioxo-3,6-dihydropyrimidin-1(2H)-yl)acetic acid C1=C(C=CC=2OC3=C(C21)C=CC=C3)[C@@H](C)NC3=CN(C(N(C3=O)CC(=O)O)=O)C